(E)-4-(3,4-dichlorostyryl)-2-(((4-(3,5-dimethylpiperazin-1-yl)phenyl)amino)methyl)phenol ClC=1C=C(/C=C/C2=CC(=C(C=C2)O)CNC2=CC=C(C=C2)N2CC(NC(C2)C)C)C=CC1Cl